ethyl 5-(bis(4-methoxybenzyl)amino)-6-bromo-1-((2-(trimethylsilyl)ethoxy)methyl)-1H-pyrrolo[3,2-b]pyridine-2-carboxylate COC1=CC=C(CN(C2=C(C=C3C(=N2)C=C(N3COCC[Si](C)(C)C)C(=O)OCC)Br)CC3=CC=C(C=C3)OC)C=C1